FC1=C(C=C(C=C1)F)C=1C(=C2N(N1)CCC2)C=2C=C1C=NNC1=CC2 5-(2-(2,5-difluorophenyl)-5,6-dihydro-4H-pyrrolo[1,2-b]pyrazol-3-yl)-1H-indazole